C(C)N1CCN(CC1)C1=C(C=C(C=C1)NC1=NC=C(C(=N1)N1CCC2(CCNC2=O)CC1)C)F 8-(2-((4-(4-ethylpiperazin-1-yl)-3-fluorophenyl)amino)-5-methylpyrimidin-4-yl)-2,8-diazaspiro[4.5]decan-1-one